4,9-dipropyl-dodecane-4,9-diol C(CC)C(CCC)(CCCCC(CCC)(O)CCC)O